C(C)(C)[C@H]1CO[C@@]23CCN(C[C@H]3CCC(N21)=O)CC2=CC(=NC1=CC=CC=C21)C(F)(F)F (3S,7aR,11aR)-3-isopropyl-9-[[2-(trifluoromethyl)-4-quinolyl]methyl]-2,3,6,7,7a,8,10,11-octahydrooxazolo[2,3-j][1,6]naphthyridin-5-one